FC1=C(C(C#N)=C(C(=C1OC1=CC(=CC=C1)C(=O)NCC=C)OC1=CC(=CC=C1)C(=O)NCC=C)F)C#N 3,6-difluoro-4,5-bis[3-(allylaminocarbonyl)phenoxy]phthalonitrile